4-(4-Chloro-benzoylamino)-phenoxyl-pyrrolidine-1-carboxylic acid tert-butyl ester C(C)(C)(C)OC(=O)N1C(CCC1)OC1=CC=C(C=C1)NC(C1=CC=C(C=C1)Cl)=O